6-(1-((2,3-dihydrobenzofuran-5-yl)sulfonyl)piperidin-4-yl)-1H-pyrrolo[3,2-c]pyridine O1CCC2=C1C=CC(=C2)S(=O)(=O)N2CCC(CC2)C2=CC1=C(C=N2)C=CN1